FC1=C(C=C(C=C1)O)C(=O)N1CC2(C1)CC(C2)C2=CC(=NN2C2=C(C=CC=C2)C)C (2-fluoro-5-hydroxyphenyl)(6-(3-methyl-1-(o-tolyl)-1H-pyrazol-5-yl)-2-azaspiro[3.3]heptan-2-yl)methanone